2-chloro-N-(cyclopropylmethyl)-9H-purin-6-amine ClC1=NC(=C2N=CNC2=N1)NCC1CC1